(6R)-N-{6,7-dimethoxy-1H,2H,3H-cyclopenta[b]quinolin-9-yl}-4-methyl-1,4-oxazepan-6-amine COC=1C(=CC=2C(=C3C(=NC2C1)CCC3)N[C@@H]3CN(CCOC3)C)OC